4,4-dibutyl-gamma-butyrolactone C(CCC)C1(CCC(=O)O1)CCCC